(4-amino-7-(4-methyloxazol-5-yl)-2-(pyridin-2-ylmethyl)-2H-[1,2,3]triazolo[4,5-c]pyridin-6-yl)-2-fluorobenzonitrile NC1=NC(=C(C=2C1=NN(N2)CC2=NC=CC=C2)C2=C(N=CO2)C)C=2C(=C(C#N)C=CC2)F